C(C=C)OC=1C=C(C(=O)OC)C=C(C1[N+](=O)[O-])NCC1=CN=CS1 Methyl 3-(allyloxy)-4-nitro-5-((thiazol-5-ylmethyl)amino)benzoate